CN1C(C2=CC=C(C=C2C=C1)C=1C=NC2=CC=C(C=C2N1)C(=O)NCC(F)(F)F)=O 3-(2-methyl-1-oxo-1,2-dihydro-6-isoquinolinyl)-N-(2,2,2-trifluoroethyl)-6-quinoxalinecarboxamide